trithiobis(2,6-di-tert-butylphenol) C(C)(C)(C)C1=C(C(=CC=C1SSSC=1C(=C(C(=CC1)C(C)(C)C)O)C(C)(C)C)C(C)(C)C)O